3-(N-methylpiperazinyl)propane 1-(2-(propionamido)acetoyloxy)ethyl-(S)-1-(2-chlorophenyl)-2-oxocyclohexylmethylcarbamate C(CC)(=O)NCC(=O)OC(C)N(C(O)=O)C[C@@]1(C(CCCC1)=O)C1=C(C=CC=C1)Cl.CN1C(CNCC1)CCC